tert-Butyl N-[4-carbamoyl-2-isopropyl-5-[4-[2-oxo-2-[(3-spiro[2.3]hexan-2-ylisoxazol-5-yl)amino]ethyl]phenyl]pyrazol-3-yl]carbamate C(N)(=O)C1=C(N(N=C1C1=CC=C(C=C1)CC(NC1=CC(=NO1)C1CC12CCC2)=O)C(C)C)NC(OC(C)(C)C)=O